3β-Hydroxycholest-5-ene O[C@@H]1CC2=CC[C@H]3[C@@H]4CC[C@H]([C@@H](CCCC(C)C)C)[C@]4(CC[C@@H]3[C@]2(CC1)C)C